ClC=1C=CC=C2C=CC=C(C12)N1CC=2N=C(N=C(C2CC1)N1CCC(CC1)CNC(OC(C)(C)C)=O)OC[C@H]1N(CCC1)C (S)-tert-butyl ((1-(7-(8-chloronaphthalen-1-yl)-2-((1-methylpyrrolidin-2-yl)methoxy)-5,6,7,8-tetrahydropyrido[3,4-d]pyrimidin-4-yl)piperidin-4-yl)methyl)carbamate